(2-cyclopropyl-4-((1-(6-(trifluoromethyl)pyridin-3-yl)piperidin-4-yl)oxy)pyrimidin-5-yl)methanol C1(CC1)C1=NC=C(C(=N1)OC1CCN(CC1)C=1C=NC(=CC1)C(F)(F)F)CO